((S)-2,2-Dimethyltetrahydro-2H-pyran-4-yl)-3-methoxy-1-((1S,2S)-2-methyl-1-(5-carbonyl-4,5-dihydro-1,2,4-oxadiazol-3-yl)cyclopropyl)-1H-indole-2-carboxylic acid CC1(OCC[C@@H](C1)C1=C2C(=C(N(C2=CC=C1)[C@@]1([C@H](C1)C)C1=NOC(N1)=C=O)C(=O)O)OC)C